CN(C1=NC(=NC=C1O)O)C 4-dimethylamino-2,5-dihydroxypyrimidine